[3-[(1S,3R)-3-(tert-butoxycarbonylamino)cyclohexyl]-[1,2,4]triazolo[4,3-a]pyridin-6-yl]boronic acid C(C)(C)(C)OC(=O)N[C@H]1C[C@H](CCC1)C1=NN=C2N1C=C(C=C2)B(O)O